3,5-dimethylphenylethylamine CC=1C=C(C=C(C1)C)CCN